ClC=1C(=C2C(=NN(C2=CC1)C)NC1=CC(=NC=C1C(CC([2H])([2H])[2H])=O)NC(=O)C1CC1)OC N-(4-((5-chloro-4-methoxy-1-methyl-1H-indazol-3-yl)amino)-5-(propanoyl-3,3,3-d3)pyridin-2-yl)cyclopropanecarboxamide